C1(CC1)[C@H](C)N1C(C2=C(C=C(C=C2C1)C1=CC(=NC=C1)C=1NC(=C(N1)C)C(=O)N(C)CC)S(=O)(=O)C)=O (S)-2-(4-(2-(1-Cyclopropylethyl)-7-(methylsulfonyl)-1-oxoisoindolin-5-yl)pyridin-2-yl)-N-ethyl-N,4-dimethyl-1H-imidazole-5-carboxamide